N-(3-Cyano-4-methyl-1H-indol-7-yl)-1-[(2R)-3-hydroxy-2-methyl-propyl]pyrazol-4-sulfonamid C(#N)C1=CNC2=C(C=CC(=C12)C)NS(=O)(=O)C=1C=NN(C1)C[C@H](CO)C